(2S)-1-hydroxy-2-phenylpropan OC[C@@H](C)C1=CC=CC=C1